C(C)(=O)C=1C=C(C=C2C(N(C=3N(C12)C=NC3I)C)=O)C 9-acetyl-3-iodo-4,7-dimethylimidazo[1,5-a]quinazolin-5(4H)-one